Cl.FC=1C=C(C=C(C1)C=1C=NN(C1)C1=NC=C(C=C1)I)CN (3-Fluoro-5-(1-(5-iodopyridin-2-yl)-1H-pyrazol-4-yl)phenyl)methylamine, hydrochloride